4-(1H-imidazolylmethyl)-benzoic acid N1(C=NC=C1)CC1=CC=C(C(=O)O)C=C1